dimethoxy-3-methyl-cyclohexa-2,5-diene-1,4-dione COC=1C(C(=C(C(C1)=O)OC)C)=O